C1C[C@H]2[C@@H]3CC[C@@H](C3)[C@H]2C1 Exo-tetrahydrodicyclopentadiene